C(C)(C)(C)[Si](C)(C)OCC1=C(C=C(C=C1)I)F tert-butyl((2-fluoro-4-iodobenzyl)oxy)dimethylsilane